CC(C)=NCCC[Si](OC)(OC)CC N-(1-methylethylidene)-3-(ethyldimethoxysilyl)-1-propylamine